1-{[2-(difluoromethoxy)-4-fluorophenyl]methyl}-1-(1-methylpiperidin-4-yl)-3-{[4-(2-methylpropyloxy)phenyl]methyl}urea FC(OC1=C(C=CC(=C1)F)CN(C(=O)NCC1=CC=C(C=C1)OCC(C)C)C1CCN(CC1)C)F